C[Si](C1(C(=C(C(=C1)C)C)C)C)(C1(C(=C(C(=C1)C)C)C)C)C dimethyl-bis(tetramethyl-cyclopentadienyl)silane